FC1(OC2=C(O1)C=CC(=C2)CN)F (2,2-difluoro-1,3-benzodioxol-5-yl)methylamine